(S or R)-2-(5-(2-(((R)-((R)-7-fluoro-1,2,3,4-tetrahydropyrido[2,3-b]pyrazin-3-yl)(phenyl)methyl)amino)ethyl)-2,4-dimethylphenyl)propanoic acid FC1=CC2=C(N[C@H](CN2)[C@@H](C2=CC=CC=C2)NCCC=2C(=CC(=C(C2)[C@@H](C(=O)O)C)C)C)N=C1 |o1:25|